FC(C(=O)N)(CC)C1=NC(=NC=C1)N(S(=O)(=O)C1CC1)CC1=CC=C(C=C1)OC 2-fluoro-2-(2-(N-(4-methoxybenzyl)cyclopropanesulfonamido)pyrimidin-4-yl)butanamide